[N+](=O)([O-])C1=CC=C(C=C1)S(=O)(=O)NS(=NC(C)(CC(C)(C)C)C)C=1C=NC=CC1 4-Nitro-N-(N-(2,4,4-trimethylpentan-2-yl)pyridine-3-sulfinimidoyl)benzenesulfonamide